1-(3-(tert-butyl)-1-(4-(2-morpholinoethoxy)phenyl)-1H-pyrazol-5-yl)-3-(2-(methylthio)-4-((3-keto-3,4-dihydropyrido[2,3-b]pyrazin-8-yl)oxy)phenyl)urea C(C)(C)(C)C1=NN(C(=C1)NC(=O)NC1=C(C=C(C=C1)OC1=CC=NC=2NC(C=NC21)=O)SC)C2=CC=C(C=C2)OCCN2CCOCC2